O=C1NC(CCC1N1C(C2=CC=CC(=C2C1=O)NC(C1=CC=CC=C1)=O)=O)=O N-[2-(2,6-dioxo-3-piperidyl)-1,3-dioxo-isoindolin-4-yl]benzamide